1-cyano-N-(5-phenylpyridin-2-yl)piperidine-3-carboxamide C(#N)N1CC(CCC1)C(=O)NC1=NC=C(C=C1)C1=CC=CC=C1